(3-((4-(trifluoromethyl)pyridin-2-yl)oxy)phenyl)acrylamide FC(C1=CC(=NC=C1)OC=1C=C(C=CC1)C(C(=O)N)=C)(F)F